2,3,5,6-tetrafluoro-4-hydrazinobenzotrifluoride FC1=C(C(=C(C(=C1F)NN)F)F)C(F)(F)F